BrC(=CC1=C(C=C(C(=C1)CC=C(C)C)OCOCC)O)Br 2-(2,2-dibromovinyl)-5-(ethoxymethoxy)-4-(3-methylbut-2-en-1-yl)phenol